2-(3-hydroxy-3-methylbutyl)-5-nitro-2H-indazole-6-carboxylic acid methyl ester COC(=O)C=1C(=CC2=CN(N=C2C1)CCC(C)(C)O)[N+](=O)[O-]